3,6-dimethylundec-4-en-1-ol CC(CCO)C=CC(CCCCC)C